ClC1=C(C=CC(=C1)C)C=1C=C(C2=C(NC(=N2)CN2CCN(CC2)CC(F)(F)F)C1)C(=O)O 6-(2-chloro-4-methylphenyl)-2-((4-(2,2,2-trifluoroethyl)piperazin-1-yl)methyl)-1H-benzo[d]imidazole-4-carboxylic acid